C(C)(=O)C1=CN(C2=CC=C(C=C12)C1=CN=NC=C1)CC(=O)N1[C@@H](C[C@H](C1)F)C(=O)NC (2S,4R)-1-(2-(3-acetyl-5-(pyridazin-4-yl)-1H-indol-1-yl)acetyl)-4-fluoro-N-methylpyrrolidine-2-carboxamide